O[C@H](C1CCN(CC1)C1=CC=C(C(=O)O)C=C1)C1=C(C=CC=C1)C1=CC=C(C=C1)C(F)(F)F (R)-4-(4-(hydroxy(4'-(trifluoromethyl)-[1,1'-biphenyl]-2-yl)methyl)piperidin-1-yl)benzoic acid